(E)-2-(2-(3-(2-cyclopropyl-6-(trifluoromethyl)pyridin-4-yl)-1H-1,2,4-triazol-1-yl)-1-(pyrimidin-5-yl)vinyl)-5-(1-((4-methoxybenzyl)oxy)ethyl)-1,3,4-Oxadiazole C1(CC1)C1=NC(=CC(=C1)C1=NN(C=N1)/C=C(\C=1C=NC=NC1)/C=1OC(=NN1)C(C)OCC1=CC=C(C=C1)OC)C(F)(F)F